1-benzyl-N-[2-(1-fluoro-1-methyl-ethyl)-4-methyl-5-oxo-7,8-dihydro-6H-pyrazolo-[1,5-a][1,3]diazepin-6-yl]-1,2,4-triazole-3-carboxamide C(C1=CC=CC=C1)N1N=C(N=C1)C(=O)NC1C(N(C=2N(CC1)N=C(C2)C(C)(C)F)C)=O